3-(benzyloxy)-5-(3,6-dihydro-2H-pyran-4-yl)aniline C(C1=CC=CC=C1)OC=1C=C(N)C=C(C1)C=1CCOCC1